tert-butyl 3-({1-[2-(tert-butoxy)-2-oxoethyl]-3-(trifluoromethyl)indazol-6-yl}amino)-3-(2,3-dichloro-6-fluorophenyl)pyrrolidine-1-carboxylate C(C)(C)(C)OC(CN1N=C(C2=CC=C(C=C12)NC1(CN(CC1)C(=O)OC(C)(C)C)C1=C(C(=CC=C1F)Cl)Cl)C(F)(F)F)=O